tert-butyl 4-(2-isopropoxy-7-oxo-3-(pyrazolo[1,5-a]pyrimidine-3-carboxamido)-5H-pyrrolo[3,4-b]pyridin-6(7H)-yl)piperidine-1-carboxylate C(C)(C)OC1=C(C=C2C(=N1)C(N(C2)C2CCN(CC2)C(=O)OC(C)(C)C)=O)NC(=O)C=2C=NN1C2N=CC=C1